(4-(11H-benzo[4,5]thieno[3,2-b]carbazol-11-yl)phenyl)boric acid C1=CC=CC2=C1C1=CC=3N(C4=CC=CC=C4C3C=C1S2)C2=CC=C(C=C2)OB(O)O